BrC1=C(C=C(C=C1F)S(=O)(=O)Cl)F 4-bromo-3,5-difluorobenzenesulfonyl chloride